N-[6-[5-[(1S)-1-[[6-chloro-8-(trifluoromethyl)quinazolin-4-yl]amino]ethyl]-1,2,4-triazol-1-yl]pyrimidin-4-yl]propanamide ClC=1C=C2C(=NC=NC2=C(C1)C(F)(F)F)N[C@@H](C)C1=NC=NN1C1=CC(=NC=N1)NC(CC)=O